ClC=1C=NN(C1C1(CC1)C(=O)N[C@H](C(=O)O)CCN(CCCCC1=NC=2NCCCC2C=C1)CCOC1=CC=CC=C1)C (S)-2-(1-(4-chloro-1-methyl-1H-pyrazol-5-yl)cyclopropane-1-carboxamido)-4-((2-phenoxyethyl)(4-(5,6,7,8-tetrahydro-1,8-naphthyridin-2-yl)butyl)amino)butanoic acid